5-(4-(2-hydroxyethoxy)phenyl)-3H-1,2,4-dithiazole-3-one OCCOC1=CC=C(C=C1)C1=NC(SS1)=O